[Ca+2].C(C)(=O)C1=CC=C(C(=O)[O-])C=C1.C(C)(=O)C1=CC=C(C(=O)[O-])C=C1 4-acetylbenzoic acid calcium salt